CC=1C=C(C=CC1)SCCSC1=CC(=CC=C1)C 1,2-bis(3-methylphenylsulfanyl)ethane